Cl.C(#N)C1=C(C=CC(=C1OC=1C=C2C(N(C=NC2=CC1)[C@H]1COC2(C1)CCNCC2)=O)F)NS(=O)(=O)N2CC(CC2)OC N-[2-cyano-4-fluoro-3-[(3R)-3-(1-oxa-8-azaspiro[4.5]decan-3-yl)-4-oxo-quinazolin-6-yl]oxy-phenyl]-3-methoxy-pyrrolidine-1-sulfonamide hydrochloride salt